N1=C2C(=NC=C1N[C@@H](C)C=1C=C(C=CC1F)NC(C1=CN=C(C=C1)C1CC1)=O)NC=C2 (S)-N-(3-(1-((5H-pyrrolo[2,3-b]pyrazin-2-yl)amino)ethyl)-4-fluorophenyl)-6-cyclopropylnicotinamide